ClC=1C=C(C=CC1)C=1C(=CC=CC1N1CC(C1)OC1=CC=C(C=C1)NC(CC=1C=NC=CC1)=O)C(=O)OC methyl 3'-chloro-6-(3-(4-(2-(pyridin-3-yl) acetamido) phenoxy) azetidin-1-yl)-[1,1'-biphenyl]-2-carboxylate